5-(4-(1-(4-((R)-2-(3-Chloro-4-cyanophenyl)-3-methyl-2,8-diazaspiro[4.5]decan-8-yl)benzoyl)piperidin-4-yl)piperazin-1-yl)-N-(2,6-dioxopiperidin-3-yl)picolinamide ClC=1C=C(C=CC1C#N)N1CC2(C[C@H]1C)CCN(CC2)C2=CC=C(C(=O)N1CCC(CC1)N1CCN(CC1)C=1C=CC(=NC1)C(=O)NC1C(NC(CC1)=O)=O)C=C2